Methyl (S)-4-(4-(4-((2-methoxy-12-oxo-6a,7,8,9,10,12-hexa-hydrobenzo[e]pyrido[1,2-a][1,4]diazepin-3-yl)oxy)butanamido)-1-methyl-1H-pyrrole-2-carboxamido)benzoate COC1=CC2=C(N=C[C@H]3N(C2=O)CCCC3)C=C1OCCCC(=O)NC=1C=C(N(C1)C)C(=O)NC1=CC=C(C(=O)OC)C=C1